ClC=1C=C2C(=NC=NC2=C(C1C1=C(C=C(C=C1O)F)F)F)N1CCN(CC1)C(C=C)=O 1-(4-(6-chloro-7-(2,4-difluoro-6-hydroxyphenyl)-8-fluoroquinazolin-4-yl)piperazin-1-yl)prop-2-en-1-one